N-(1-(5-fluoro-2-difluoromethoxyphenyl)ethyl)-3-iodopyrazolo[1,5-a]pyrimidin-5-amine FC=1C=CC(=C(C1)C(C)NC1=NC=2N(C=C1)N=CC2I)OC(F)F